4-chloro-5-[4-(3-fluoro-benzenesulfonyl)-piperazin-1-yl]-benzofuran-2-carboxylic acid ClC1=C(C=CC2=C1C=C(O2)C(=O)O)N2CCN(CC2)S(=O)(=O)C2=CC(=CC=C2)F